ClC1=CC(=C(C=C1)NC(=O)[C@@H]1CCC=2N1C(C=CN2)=O)C(N[C@@H](CCC(C)(F)F)C(C(=O)NC)=O)=O (6S)-N-[4-chloro-2-[[(1S)-4,4-difluoro-1-[2-(methylamino)-2-oxo-acetyl]pentyl]carbamoyl]phenyl]-4-oxo-7,8-dihydro-6H-pyrrolo[1,2-a]pyrimidine-6-carboxamide